1-O-(2-(4-N-methylpiperazin-1-yl) ethyl) glucopyranoside O(C1[C@H](O)[C@@H](O)[C@H](O)[C@H](O1)CO)CCN1CCN(CC1)C